C(C)(C)(C)OC(=O)N1CC2(CC1)C(N(CC1=C2N=C(N=C1)S(=O)(=O)C)C1=CC=C(C=C1)OC)=O 6-(4-methoxyphenyl)-2-(methylsulfonyl)-7-oxo-6,7-dihydro-5H-spiro[pyrido[4,3-d]pyrimidine-8,3'-pyrrolidine]-1'-carboxylic acid tert-butyl ester